5-bromo-3-(2-hydroxy-2-methylpropyl)-1,3-benzoxazol-2(3H)-one BrC=1C=CC2=C(N(C(O2)=O)CC(C)(C)O)C1